2-methyl-N-(1-(1-methyl-2-oxo-1,2-dihydrobenzo[cd]indol-6-yl)cyclopropyl)-5-((1R,5S)-3-methyl-3,6-diazabicyclo[3.2.0]heptan-6-yl)benzamide CC1=C(C(=O)NC2(CC2)C=2C=3C4=C(C(N(C4=CC2)C)=O)C=CC3)C=C(C=C1)N1[C@@H]3CN(C[C@@H]3C1)C